methyl 2-[4-[tert-butyl(dimethyl)silyl]oxybutylamino]-2-methylpropanoate [Si](C)(C)(C(C)(C)C)OCCCCNC(C(=O)OC)(C)C